C(C)N1C=[N+](C(=C1C)C)C 1-ethyl-3,4,5-trimethylimidazolium